C(C)(C)(C)OC(=O)NCCSCC1NC(C1NC(OCC1C2=CC=CC=C2C=2C=CC=CC12)=O)=O (9H-Fluoren-9-yl)methyl (2-(((2-((tert-butoxycarbonyl)amino)ethyl)thio)methyl)-4-oxoazetidin-3-yl)carbamate